1-[dideutero-[2-(difluoromethoxy)pyridin-4-yl]methyl]-3-(4-fluoro-1-bicyclo[2.2.2]octan-yl)urea [2H]C(NC(=O)NC12CCC(CC1)(CC2)F)(C2=CC(=NC=C2)OC(F)F)[2H]